NC1=NNC(C2=C1N(C=C2[C@H]2CN(CCC2)C(\C=C\CN(C)C)=O)C2=CC=C(C=C2)OC2=C(C=CC=C2)F)=O (S,E)-7-amino-3-(1-(4-(dimethylamino)but-2-enoyl)piperidin-3-yl)-1-(4-(2-fluorophenoxy)phenyl)-1,5-dihydro-4H-pyrrolo[2,3-d]pyridazin-4-one